5-fluoro-N-hydroxy-2-(oxetan-3-ylmethyl)-1,2,3,4-tetrahydroisoquinoline-7-carboxamide FC1=C2CCN(CC2=CC(=C1)C(=O)NO)CC1COC1